C(CCCCCCCCCCCCCCCCCCCCC)(=O)OCN1C(CCC2=CC=C(C=C12)CCN1CCN(CC1)C1=CC(=CC=2SC=CC21)F)=O (7-(2-(4-(6-fluorobenzo[b]thiophen-4-yl)piperazin-1-yl)ethyl)-2-oxo-3,4-dihydroquinolin-1(2H)-yl)methyl docosanoate